C([C@@H]1[C@H]([C@@H]([C@H]([C@H](O1)O[C@@H]2[C@@H]([C@H]([C@@H]([C@H](O2)CO)O)O)F)O)O)O)O 2-Deoxy-2-fluoro-α,α-D-trehalose